N,N-diethyl-7-(5-fluoro-2-((1-(methylsulfonyl)piperidin-4-yl)amino)pyrimidin-4-yl)quinoxalin-2-amine C(C)N(C1=NC2=CC(=CC=C2N=C1)C1=NC(=NC=C1F)NC1CCN(CC1)S(=O)(=O)C)CC